[Li+].OC[C@](N)(CC(=O)[O-])C(=O)[O-].[Li+] (R)-alpha-hydroxymethylaspartic acid lithium salt